4-[(Phenylsulfonyl)hydrazinylidene]-phenol C1(=CC=CC=C1)S(=O)(=O)NN=C1CC=C(C=C1)O